(S)-N-(2-methoxy-6-(methyl((1-methylpyrrolidin-2-yl)methyl)amino)-5-nitropyridin-3-yl)acetamide COC1=NC(=C(C=C1NC(C)=O)[N+](=O)[O-])N(C[C@H]1N(CCC1)C)C